1,1'-Cycloheptane-1,1-diylbis(4-bromo-3-nitrobenzene) C1(CCCCCC1)(C1=CC(=C(C=C1)Br)[N+](=O)[O-])C1=CC(=C(C=C1)Br)[N+](=O)[O-]